[Cl-].O1C(CC2=C1C=CC=C2)=O benzofuranone chloride